N-(2-(4-benzylpiperidin-1-yl)ethyl)-1H-pyrrol-2-carboxamide C(C1=CC=CC=C1)C1CCN(CC1)CCNC(=O)C=1NC=CC1